NC1=C(C=C(C=C1)C(C(F)(F)F)(C(F)(F)F)C1=CC(=C(C=C1)N)C(=O)O)C(=O)O 2,2-bis(4-amino-3-carboxyphenyl)hexafluoropropane